5-(4-cyclopropylphenyl)-3-(ethanesulfonyl)-2-[4-ethyl-6-(trifluoromethyl)pyrrolo[3,2-b]pyridin-2-yl]pyridine C1(CC1)C1=CC=C(C=C1)C=1C=C(C(=NC1)C=1C=C2N(C=C(C=C2N1)C(F)(F)F)CC)S(=O)(=O)CC